[Si](C)(C)(C(C)(C)C)OCCCOC1=NN(C(=C1[N+](=O)[O-])C)C=1C(=NC=C(C1)C)C 3-(3-(3-((tert-butyldimethylsilyl)oxy)propoxy)-5-methyl-4-nitro-1H-pyrazol-1-yl)-2,5-dimethylpyridine